C(#N)C=1C(C(=C(N(C1C)C)C)C(=O)NC1=CC(=C(C=C1)OC1=CC=NC2=CC(=CN=C12)OC)F)=O 5-Cyano-N-[3-fluoro-4-[(7-methoxy-1,5-naphthyridin-4-yl)oxy]phenyl]-1,2,6-trimethyl-4-oxopyridine-3-carboxamide